N-(1,1-dioxothian-4-yl)-2-[3-[(4-methoxy-3-pyridyl)amino]prop-1-ynyl]-1-(2,2,2-trifluoroethyl)indol-4-amine O=S1(CCC(CC1)NC=1C=2C=C(N(C2C=CC1)CC(F)(F)F)C#CCNC=1C=NC=CC1OC)=O